9,10,15,18-tetrahydroxy-12,12-dimethyl-6-methylidene-17-oxapentacyclo[7.6.2.15,8.01,11.02,8]octadecan-7-one OC12C34C(C(C(CCC3C3(C(C1O)C(CCC3O)(C)C)CO2)C4O)=C)=O